2-fluoro-6-[(2,5-dihydroxybenzyl)amino]-9-(tetrahydrofuran-2-yl)-9H-purine FC1=NC(=C2N=CN(C2=N1)C1OCCC1)NCC1=C(C=CC(=C1)O)O